OC12CC(C1)(C2)COC=2C=CC=1N(C2)N=CC1C#N 6-((3-hydroxybicyclo[1.1.1]pentan-1-yl)methoxy)pyrazolo[1,5-a]pyridine-3-carbonitrile